C(C)S(=O)(=O)C1=NN2C(N=CC(=C2)C2=CC=C(C=C2)OC(C(F)F)(F)F)=C1C1=NC=2C(=NC=C(C2)C(F)(F)F)N1C 2-(2-(ethylsulfonyl)-6-(4-(1,1,2,2-tetrafluoroethoxy)phenyl)pyrazolo[1,5-a]pyrimidin-3-yl)-3-methyl-6-(trifluoromethyl)-3H-imidazo[4,5-b]pyridine